(3S,4R)-1-(3,4,5-trimethoxyphenyl)-4-(3-hydroxy-4-methoxyphenyl)-3-(3-chloropropionyloxymethyl)azetidin-2-one COC=1C=C(C=C(C1OC)OC)N1C([C@@H]([C@@H]1C1=CC(=C(C=C1)OC)O)COC(CCCl)=O)=O